3-[4-(4-aminopiperidin-1-yl)-3-(3-chloro-5-fluorophenyl)cinnolin-6-yl]-2-hydroxybenzonitrile NC1CCN(CC1)C1=C(N=NC2=CC=C(C=C12)C=1C(=C(C#N)C=CC1)O)C1=CC(=CC(=C1)F)Cl